C1(=CC=CC=C1)C1(C(C(=O)OC)O1)C1=CC=CC=C1 methyl 3,3-diphenyl-2,3-epoxypropionate